6-(2,2-difluoroethyl)-N-(7-{8-methyl-1H,2H,3H-pyrido[2,3-b][1,4]oxazin-7-yl}-5H,6H,7H,8H-pyrido[3,4-d]pyrimidin-2-yl)-5,6,7,8-tetrahydro-1,6-naphthyridin-3-amine FC(CN1CC=2C=C(C=NC2CC1)NC=1N=CC2=C(N1)CN(CC2)C2=C(C1=C(OCCN1)N=C2)C)F